NCCCC=1C=C2C3=C(C(N(C3=CC=C2)C2C(NC(CC2)=O)=O)=O)C1 3-[4-(3-aminopropyl)-2-oxo-benzo[cd]indol-1-yl]piperidine-2,6-dione